ON=C(N)C1=NC=CN=C1 N'-Hydroxypyrazine-2-carboxamidine